ClC1=NC(=C(C=C1C(=O)OC)F)Cl methyl 2,6-dichloro-5-fluoro-pyridine-3-carboxylate